N1(C(CCCC1)(O)O)O Piperidinetriol